CC(C)(C=C(CCC=C(C)C)C)O trans-2,4,8-trimethyl-3,7-nonadien-2-ol